5-fluoro-2-hydroxyethoxybenzaldehyde FC=1C=CC(=C(C=O)C1)OCCO